2-(aminomethyl)-N-(4-methoxybenzyl)-7-(1-(tetrahydro-2H-pyran-2-yl)-1H-pyrazol-5-yl)pyrrolo[1,2-a]quinoxalin-4-amine NCC=1C=C2N(C3=CC=C(C=C3N=C2NCC2=CC=C(C=C2)OC)C2=CC=NN2C2OCCCC2)C1